5-hydroxy-2-(2-methoxyphenyl)-8,8-dimethyl-4H,8H-pyrano[2,3-f]chromen-4-one OC1=C2C(=C3C=CC(OC3=C1)(C)C)OC(=CC2=O)C2=C(C=CC=C2)OC